(1R,3S,5R)-2-(2-(4-amino-9H-pyrido[3',2':4,5]pyrrolo[2,3-d]pyrimidin-9-yl)acetyl)-N-(6-bromopyridin-2-yl)-2-azabicyclo[3.1.0]hexane-3-carboxamide NC=1C2=C(N=CN1)N(C1=C2C=CC=N1)CC(=O)N1[C@@H]2C[C@@H]2C[C@H]1C(=O)NC1=NC(=CC=C1)Br